C1(=CC=CC=C1)COC1=CC(=CC=C1)C(CI)C 1-(phenylmethyloxy)-3-(1-iodopropan-2-yl)benzene